(+/-)-cis-4-hydroxy-2-methylpiperidine-1-carboxylate O[C@@H]1C[C@@H](N(CC1)C(=O)[O-])C |r|